C(C)(C)NC=1C=C(C=C(C1)C1(CCC1)CC1=NN=CN1C)N1C(C2=CC(=CC(=C2C1)C(F)(F)F)CNCCC)=O 2-(3-(isopropylamino)-5-(1-((4-methyl-4H-1,2,4-triazol-3-yl)methyl)cyclobutyl)phenyl)-6-((propylamino)methyl)-4-(trifluoromethyl)isoindolin-1-one